ClC=1C=C(N(C)CC2=NOC(=C2)C(=O)OCC)C=CC1 ethyl 3-[(3-chloro-N-methyl-anilino)methyl]isoxazole-5-carboxylate